NC1=C(C(=C(C#N)C=C1N)NCC1=CC=C(C=C1)OC)C1=C(C(=CC=C1C)OC)C 4,5-diamino-3-(3-methoxy-2,6-dimethyl-phenyl)-2-[(4-methoxyphenyl)methylamino]benzonitrile